CCCCC/C=C\\C/C=C\\C/C=C\\C/C=C\\CCCCCCCCCCCCCCCCCC(=O)CC(=O)SCCNC(=O)CCNC(=O)[C@@H](C(C)(C)COP(=O)(O)OP(=O)(O)OC[C@@H]1[C@H]([C@H]([C@@H](O1)N2C=NC3=C(N=CN=C32)N)O)OP(=O)(O)O)O The molecule is an unsaturated fatty acyl-CoA that results from the formal condensation of the thiol group of coenzyme A with the carboxy group of (21Z,24Z,27Z,30Z)-3-oxohexatriacontatetraenoic acid. It is a 3-oxo-fatty acyl-CoA, an unsaturated fatty acyl-CoA and an ultra-long-chain fatty acyl-CoA. It derives from a (21Z,24Z,27Z,30Z)-hexatriacontatetraenoic acid. It is a conjugate acid of a (21Z,24Z,27Z,30Z)-3-oxohexatriacontatetraenoyl-CoA(4-).